Tert-butyl (1-(1,4-dibromo-6-hydroxy-6,7-dihydro-5H-cyclopenta[c]pyridin-3-yl)-2-(3,5-difluorophenyl)ethyl)carbamate BrC1=NC(=C(C2=C1CC(C2)O)Br)C(CC2=CC(=CC(=C2)F)F)NC(OC(C)(C)C)=O